C(C1=CC=CC=C1)OC(=O)N[C@H](C(=O)OC(C)(C)C)[C@@H](CC=C)CN(S(=O)(=O)CC[Si](C)(C)C)C(=O)OC(C)(C)C (2S,3S)-tert-butyl 2-(benzyloxycarbonylamino)-3-((N-(tert-butoxycarbonyl)-2-(trimethylsilyl)ethylsulfonamido)methyl)hex-5-enoate